C(#N)CC(=O)N1C2C=C(CC1CC2)C2=C1C(=NC(=C2)NC(=O)C2CC2)NC=C1 N-(4-(8-(2-cyanoacetyl)-8-azabicyclo[3.2.1]oct-2-en-3-yl)-1H-pyrrolo[2,3-b]pyridin-6-yl)cyclopropylcarboxamide